NC(C)(C)CS(=O)(=O)[O-].[Na+] Sodium dimethyltaurate